ClC1=CC=C(N=N1)N1CC(OCC1)C#N 4-(6-Chloro-pyridazin-3-yl)-morpholine-2-carbonitrile